FC1=CC=C(C=C1)OC[C@H](N)C(=O)O |r| O-(4-fluorophenyl)-DL-serine